ClC=1C=C(C(=NC1)C(F)(F)F)F 5-chloro-3-fluoro-2-(trifluoromethyl)pyridine